E-2-Methyl-3-[3'-(adamantan-1-yl)-4'-hydroxybiphenyl-4-yl]acrylic Acid C/C(/C(=O)O)=C\C1=CC=C(C=C1)C1=CC(=C(C=C1)O)C12CC3CC(CC(C1)C3)C2